NC=1C=2N(C3=C(N1)C=NC(=C3)C(=O)N([C@@H]3COC1=C3C=CC(=C1)C(F)(F)F)CC)C=NC2 (S)-4-amino-N-ethyl-N-(6-(trifluoromethyl)-2,3-dihydrobenzofuran-3-yl)imidazo[1,5-a]pyrido[3,4-e]pyrazine-8-carboxamide